FC=1C(=NC=CC1C)S(=O)(=O)NC1=NC(=CC=C1)F 3-fluoro-N-(6-fluoropyridin-2-yl)-4-methylpyridine-2-sulfonamide